FC=1C=C(C=CC1)[C@@H](C1=CC=C(C#N)C=C1)[C@H]1[C@@H]2N(C(C=3N1N=CC(C3O)=O)=O)CCC2 4-((R)-(3-fluorophenyl)((9aR,10S)-4-hydroxy-3,5-dioxo-3,5,8,9,9a,10-hexahydro-7H-pyrrolo[1',2':4,5]pyrazino[1,2-b]pyridazin-10-yl)methyl)benzonitrile